CC1(CC=C(CC1)C#N)C 4,4-dimethylcyclohex-1-enecarbonitrile